The molecule is an organic heterotricyclic compound resulting from the formal epoxidation of the 2-3 double bond of the 1,4-naphthoquinone moiety of phosphatoquinone B. It is isolated from the culture broth of Streptomyces sp.TC-0363 and exhibits inhibitory activity against the enzyme protein tyrosine phosphatase. It has a role as a metabolite, an antimicrobial agent and an EC 3.1.3.48 (protein-tyrosine-phosphatase) inhibitor. It is a member of phenols, an epoxide, a cyclic ketone and an organic heterotricyclic compound. CC(=CCC/C(=C/C[C@@]12C(=O)C3=C(C(=CC(=C3)O)O)C(=O)[C@@]1(O2)C)/C)C